C(C)C1=NC(=NC=C1)N1CCC(CC1)COC1=CC=CC2=C1S(CO2)(C2=C(C=CC=C2)F)=O 4-((1-(4-Ethylpyrimidin-2-yl)piperidin-4-yl)methoxy)-3-(fluorophenyl)-2H-benzo[d][1,3]oxathiole 3-oxide